1-butyl-4-amino-1,2,4-triazole bromide [Br-].C(CCC)N1N=CN(C1)N